(3R,8R*)-N-(3-Cyano-4-fluorophenyl)-8,11,11-trifluoro-8-(hydroxyl-methyl)-3-methyl-3,4,8,9,10,11-hexahydro-1H-pyrido[4',3':3,4]pyrazolo[1,5-a]azepine-2(7H)-carboxamide C(#N)C=1C=C(C=CC1F)NC(=O)N1CC=2C(=NN3C2C(CC[C@@](C3)(CO)F)(F)F)C[C@H]1C |o1:22|